6-bromopyridine-3,4-diol hydrochloride Cl.BrC1=CC(=C(C=N1)O)O